C(C=C)(=O)NC1=CC=C(C=C1)C1=C(C=2C(=NC=C(C2N1C)C#N)N)C1=CC(=C(C(=O)NC(C)C)C=C1)OC 4-(2-(4-acrylamidophenyl)-4-amino-7-cyano-1-methyl-1H-pyrrolo[3,2-c]pyridin-3-yl)-N-isopropyl-2-methoxybenzamide